methyl 3-cyano-2-phenylpropanoate C(#N)CC(C(=O)OC)C1=CC=CC=C1